N-(4-Fluoro-3-methylphenyl)-2-methyl-8-(2-ethyltetrahydrofuran-2-carbonyl)-5,5a,6,7,8,9,9a,10-octahydro-2H-pyrido[4,3-f]pyrrolo[3,4-b][1,4,5]oxathiazocin-1-carboxamid-4,4-dioxid FC1=C(C=C(C=C1)NC(=O)C=1N(C=C2C1OCC1C(NS2(=O)=O)CCN(C1)C(=O)C1(OCCC1)CC)C)C